FC=1C(=C(C=CC1F)[C@@H]1[C@H](O[C@]([C@H]1C)(C(F)(F)F)C)C(=O)NC=1C=NC(=CC1)[C@H]1OC(OC1)(C)C)C |o1:8,9,11,12,28| rel-(2S,3R,4S,5R)-3-(3,4-difluoro-2-methylphenyl)-N-(6-((R*)-2,2-dimethyl-1,3-dioxolan-4-yl)pyridin-3-yl)-4,5-dimethyl-5-(trifluoromethyl)tetrahydrofuran-2-carboxamide